BrC=1C=NN(C1)[C@@H]1CC[C@H](CC1)CC(=O)OC trans-methyl 2-[4-(4-bromopyrazol-1-yl)cyclohexyl]acetate